CC1=C(C=NC(=C1)C(CC)=O)C1=NC=C2C=C(N=CC2=C1)NC(=O)[C@@H]1OCC1 (2R)-N-[7-(4-methyl-6-propanoylpyridin-3-yl)-2,6-naphthyridin-3-yl]oxetane-2-carboxamide